(+)-Alpha-Pinene [C@@H]12C(=CC[C@@H](C1(C)C)C2)C